(3-methoxy-2,6-xylyl)(3-bromo-1,5-diaza-4-naphthyl)amine COC=1C(=C(C(=CC1)C)NC1=C(C=NC2=CC=CN=C12)Br)C